butandiol dithioglycolate C(CS)(=O)OC(CCC)OC(CS)=O